C(C)(=O)N1CC2=C(C=C(C=C2CC1)Cl)[C@H]1N(CCOC1)C(=O)OC(C)(C)C tert-butyl (R)-3-(2-acetyl-6-chloro-1,2,3,4-tetrahydroisoquinolin-8-yl)morpholine-4-carboxylate